S(=O)(=O)=C1C(C(=O)N=C2NS(=O)(=O)C3=CC=CC=C23)C=CC=C1 saccharin (o-sulfonylbenzoylimine)